C(C)(=O)NCC(=O)O (acetyl)-glycine